methyl 2-bromo-5-((4-(cyclobutylamino)-5-methylpyrimidin-2-yl)amino)benzoate BrC1=C(C(=O)OC)C=C(C=C1)NC1=NC=C(C(=N1)NC1CCC1)C